C1CC12CN(CC2)CC=2C=C(C1=C(N=C(O1)C1=CC(=CC(=N1)NCC)C=1N(N=CC1C1=NN=CN1C)C)C2)C(F)(F)F 6-(5-{5-azaspiro[2.4]hept-5-ylmethyl}-7-(trifluoromethyl)-1,3-benzooxazol-2-yl)-N-ethyl-4-[2-methyl-4-(4-methyl-1,2,4-triazol-3-yl)pyrazol-3-yl]pyridin-2-amine